ruthenium periodate Methyl-6-isopropoxy-2-(1-methyl-2-oxabicyclo[2.2.1]heptan-4-yl)-2H-indazole-5-carboxylate COC(=O)C1=CC2=CN(N=C2C=C1OC(C)C)C12COC(CC1)(C2)C.I(=O)(=O)(=O)[O-].[Ru+3].I(=O)(=O)(=O)[O-].I(=O)(=O)(=O)[O-]